S(=O)(=O)(N=[N+]=[N-])N=[N+]=[N-] SULFONYLAZIDE